[K].C(C)N1CCC(CC1)S(=O)(=O)NC(NC1=C2CCCC2=C(C=C1C1=CC(=NC=C1)OC)F)=O 1-ethyl-N-((7-fluoro-5-(2-methoxypyridin-4-yl)-2,3-dihydro-1H-inden-4-yl)carbamoyl)piperidine-4-sulfonamide potassium salt